C(C)(C)(C)OC(=O)N1[C@H](C[C@H](C1)OC1=NC=CC(=C1)OCCOC)C (2s,4r)-4-[[4-(2-methoxyethoxy)-2-pyridinyl]oxy]-2-methyl-pyrrolidine-1-carboxylic acid tert-butyl ester